C(C1=CC=CC=C1)NCCN(CCNCCN)CC1=CC=CC=C1 N,N'-Dibenzyltriethylentetramin